C(CC)C1CCN(CC1)C1=CC=C(C=C1)NC1=CC=C(CNC(=O)N)C=C1 1-(4-((4-(4-Propylpiperidin-1-yl)phenyl)amino)benzyl)urea